C1(CC(CC1)N)N Cyclopentane-1,3-diamine